C(C1=CC=CC=C1)[C@H]1[C@@H]2C[C@@H]2CN1C1=NC(=CC(N1)=O)N1CCOCC1 2-((1R,2S,5S)-2-benzyl-3-azabicyclo[3.1.0]hexan-3-yl)-6-morpholinopyrimidin-4(3H)-one